FC(=C(CCCCC1=CC=C(C=C1)C(F)(F)F)C1=CC2=CC=CC=C2C=C1)F 2-(1,1-difluoro-6-(4-(trifluoromethyl)phenyl)hex-1-en-2-yl)naphthalene